BrC1=CC2=C(N=CN=C2N2CCCC2)S1 6-bromo-4-(pyrrolidin-1-yl)thieno[2,3-d]pyrimidine